P(=O)(OCC(C)Br)(OCC(C)Br)[O-] bis(2-bromopropyl) phosphate